CN1CCN(CC1)C1=CC(=C(C(=O)N)C=C1)NC1CCOCC1 4-(4-methylpiperazine-1-yl)-2-(tetrahydro-2H-pyran-4-ylamino)benzamide